ethyl 4-cyclopropyl-3-(imidazo[1,2-a]pyridin-5-yl)isothiazole-5-carboxylate C1(CC1)C=1C(=NSC1C(=O)OCC)C1=CC=CC=2N1C=CN2